3'-((6-((1-acryloylazetidin-3-yl)oxy)-7-methoxy-quinazolin-4-yl)amino)-4-fluoro-4'-methoxy-[1,1'-biphenyl]-3-carbonitrile C(C=C)(=O)N1CC(C1)OC=1C=C2C(=NC=NC2=CC1OC)NC=1C=C(C=CC1OC)C1=CC(=C(C=C1)F)C#N